N-(3-carbazole-9-yl-2-hydroxypropyl)-N-furan-2-ylmethyl-methanesulfonamide C1=CC=CC=2C3=CC=CC=C3N(C12)CC(CN(S(=O)(=O)C)CC=1OC=CC1)O